FC(C1=NC=CC(=C1)C1=NOC(=N1)[C@@H](C)NC(OC(C)(C)C)=O)(F)F tert-butyl N-[(1R)-1-[3-[2-(trifluoromethyl)-4-pyridyl]-1,2,4-oxadiazol-5-yl]ethyl]carbamate